O=C(CC1=CC=C(C=C1)C1=C2C(=NC(=C1)NC(=O)C1CC1)NC=C2)N2CCNCC2 N-(4-(4-(2-oxo-2-(piperazin-1-yl)ethyl)phenyl)-1H-pyrrolo[2,3-b]pyridin-6-yl)cyclopropylcarboxamide